ClC=1C(=NC=CC1C1=C(C(=NC=C1)C1=CC=C2C(=CN(C2=C1)C)CNC[C@H]1NC(CC1)=O)Cl)C1=CC(=C(CNC[C@H]2CCC(N2)=O)C=C1)OC (R)-5-(((4-(3,3'-dichloro-2'-(1-methyl-3-(((((S)-5-oxopyrrolidin-2-yl)methyl)amino)methyl)-1H-indol-6-yl)-[4,4'-bipyridin]-2-yl)-2-methoxybenzyl)amino)methyl)pyrrolidin-2-one